(S)-6-Bromo-2-(2,5-dimethyl-1-(3-morpholinophenyl)-1H-pyrrol-3-yl)-N-(1-(ethylsulfonyl)pyrrolidin-3-yl)-3H-imidazo[4,5-b]pyridin-7-amin BrC=1C(=C2C(=NC1)NC(=N2)C2=C(N(C(=C2)C)C2=CC(=CC=C2)N2CCOCC2)C)N[C@@H]2CN(CC2)S(=O)(=O)CC